N1=NC(N=C1)=S 1,2,4-triazol-3-thione